ClC1=CC=C(C=C1)C1=NC(=C2C=NC(=NN21)N[C@H]2[C@@H](CN(CC2)C(=O)OC(C)(C)C)F)C tert-butyl (3R,4R)-4-((7-(4-chlorophenyl)-5-methylimidazo[5,1-f][1,2,4]triazin-2-yl)amino)-3-fluoropiperidine-1-carboxylate